C(C)N1C=NC2=C1C=C(C(=C2F)C#CC2=NN(C(=C2C(=O)N)NCCN2CCOCC2)[C@@H]2CN(CC2)C(C=C)=O)F 3-[2-(1-ethyl-4,6-difluoro-1,3-benzodiazol-5-yl)ethynyl]-5-[[2-(morpholin-4-yl)ethyl]amino]-1-[(3S)-1-(prop-2-enoyl)pyrrolidin-3-yl]pyrazole-4-carboxamide